N-(3-(azepan-1-yl)-4-(4-propylpiperazine-1-carbonyl)phenyl)cyclobutanecarboxamide N1(CCCCCC1)C=1C=C(C=CC1C(=O)N1CCN(CC1)CCC)NC(=O)C1CCC1